(S)-1-(4-bromophenyl)ethanol acetate C(C)(=O)O[C@@H](C)C1=CC=C(C=C1)Br